16,16-dimethoxy-5,9-hexadecadiene COC(CCCCCC=CCCC=CCCCC)OC